2-bromo-1-(2-fluorophenyl)ethane-1-one BrCC(=O)C1=C(C=CC=C1)F